COC(C(C1=CC=CC=C1)N1C=NC2=C(C1=O)SC(=C2)C2=CC=C(C=C2)C2CCN(CC2)C)=O 2-(6-(4-(1-methylpiperidin-4-yl)phenyl)-4-oxothieno[3,2-d]Pyrimidin-3(4H)-yl)-2-phenylacetic acid methyl ester